O1C(=NN=C1)C12CC(C1)(C2)NC([O-])=O (3-(1,3,4-oxadiazol-2-yl)bicyclo[1.1.1]pentan-1-yl)carbamate